[Li].F[C] fluoro-carbon lithium